[Zr].C(C1=CC=CC=C1)OCC=1OC2=C(N1)C=CC=1CCC(C12)CCNC(C)=O N-(2-{2-[(benzyloxy)methyl]-7,8-dihydro-6H-indeno[5,4-d][1,3]oxazol-8-yl}ethyl)acetamide zirconium